2-(4-bromobenzyl)benzothiazole BrC1=CC=C(CC=2SC3=C(N2)C=CC=C3)C=C1